indene-6(1H)-one C1CC=C2C=CC(C=C12)=O